CC1=C(C2=C(N=CN=C2NC2(CC2)C)O1)C(=O)NCC=1SC(=NN1)C 6-methyl-N-[(5-methyl-1,3,4-thiadiazol-2-yl)methyl]-4-[(1-methylcyclopropyl)amino]furo[2,3-d]pyrimidine-5-carboxamide